(S)-1-((S)-2-amino-3-methylbutanoyl)-N-((S)-1-phenyl-2-(pyridin-2-yl)ethyl)pyrrolidine-2-carboxamide dihydrochloride Cl.Cl.N[C@H](C(=O)N1[C@@H](CCC1)C(=O)N[C@@H](CC1=NC=CC=C1)C1=CC=CC=C1)C(C)C